CC(C(C12CC(C1)(C2)C2=CC=CC=C2)NC(=O)C2=CN=NC=C2)C N-(2-methyl-1-(3-phenylbicyclo[1.1.1]pentan-1-yl)propyl)pyridazine-4-carboxamide